OCCN(C(=O)CN1C(=NC2=C3CC[C@@H](NC3=CC=C21)C)CCN2N=CC=C2)C (7S)-3-{[(2-Hydroxyethyl)(methyl)carbamoyl]methyl}-7-methyl-2-[2-(1H-pyrazol-1-yl)ethyl]-3H,6H,7H,8H,9H-imidazo[4,5-f]chinolin